C(C)N1C(=CC2=CC=CC=C12)C1=NC2=C(N1C)C=CC(=C2)C(=O)N2CC(CC(C2)NC(C(F)(F)F)=O)NC(C(F)(F)F)=O N,N'-(1-(2-(1-Ethyl-1H-indol-2-yl)-1-methyl-1H-benzo[d]imidazole-5-carbonyl)piperidine-3,5-diyl)bis(2,2,2-trifluoroacetamide)